C(C)(S[C@@H]1C[C@H](C1)OCC1=CC=CC=C1)=O S-(trans-3-(Benzyloxy)cyclobutyl) ethanethioate